N1=C(C=CC=C1)SCC=1N=CN(C1)C1=CC=C(C=C1)C1=NOC(=N1)C(F)(F)F 3-(4-(4-((pyridin-2-ylthio)methyl)-1H-imidazol-1-yl)phenyl)-5-(trifluoromethyl)-1,2,4-oxadiazole